4-(5-bromo-1-((2-(trimethylsilyl)ethoxy)methyl)-1H-pyrazol-3-yl)-5-methyl-pyridazine BrC1=CC(=NN1COCC[Si](C)(C)C)C1=CN=NC=C1C